1-[6-chloro-2-[5-(difluoromethyl)-3-methyl-pyrazol-1-yl]-3-pyridyl]ethanone ClC1=CC=C(C(=N1)N1N=C(C=C1C(F)F)C)C(C)=O